1-(oxazol-5-ylmethyl)-3-(4-((1-(oxetan-3-yl)piperidin-4-yl)methyl)phenyl)urea O1C=NC=C1CNC(=O)NC1=CC=C(C=C1)CC1CCN(CC1)C1COC1